acryloyloxyethyl-Maleic acid C(C=C)(=O)OCC/C(/C(=O)O)=C/C(=O)O